6-{8-[(2-cyano-2-methylideneethyl)amino]-7-methoxynaphthalen-2-yl}-N-[2-(morpholin-4-yl)ethyl]pyridine-2-carboxamide C(#N)C(CNC=1C(=CC=C2C=CC(=CC12)C1=CC=CC(=N1)C(=O)NCCN1CCOCC1)OC)=C